ClC=1C=C2C(=C(C1)C#N)NC(C21CCN(CC1)CCOC1=CC=C(C=C1)S(=O)(=O)C)=O 5-chloro-1'-[2-(4-methanesulfonyl-phenoxy)ethyl]-2-oxo-1,2-dihydrospiro[indole-3,4'-piperidine]-7-carbonitrile